C1(C(C(C(C(C1[2H])([2H])[2H])([2H])[2H])([2H])[2H])([2H])[2H])([2H])C1=C(C(=NN=N1)C1=C(C=CC=C1)C1=C(C=CC=2[Se]C3=C(C21)C=CC=C3)C3=C(C=CC=C3)C3=CC=CC=C3)C3(C(C(C(C(C3[2H])([2H])[2H])([2H])[2H])([2H])[2H])([2H])[2H])[2H] [(diphenyl-d10)triazineyl][(biphenylyl)dibenzoselenophenyl]benzene